N-(4-((dimethylamino)methyl)phenyl)-1-methyl-9-(1-methyl-1H-pyrazol-4-yl)-6,7-dihydro-5H-benzo[c][1,2,3]triazolo[1,5-a]azepin-7-amine CN(C)CC1=CC=C(C=C1)NC1C2=C(C=3N(CC1)N=NC3C)C=CC(=C2)C=2C=NN(C2)C